methyl (2R)-2-(benzyloxycarbonylamino)-3-(cyclopropoxy)propanoate C(C1=CC=CC=C1)OC(=O)N[C@@H](C(=O)OC)COC1CC1